CC=1SC(=CC1NC(CNS(=O)(=O)C1=C(C=CC=C1)[N+](=O)[O-])=O)S(=O)(=O)N1CCSCC1 N-[2-Methyl-5-(thiomorpholine-4-sulfonyl)thiophen-3-yl]-2-(2-nitrobenzenesulfonamido)acetamide